[K].[K].FCCCCCOC(C)C=1C=C2NC1C=C1C=C(C(=N1)C=C1C=CC(N1)=CC=1C=CC(N1)=C2)C(C)OCCCCCF 3,8-bis(1-(5-fluoropentyloxy)ethyl)porphyrin dipotassium salt